FC(C(=O)[O-])(F)F.NC(=O)C1=CC=CC2=CN(N=C12)C1=CC=C(C=C1)NC(=O)C1C[NH+](CCC1)CC 3-[({4-[7-(aminocarbonyl)-2H-indazol-2-yl]phenyl}amino)carbonyl]-1-ethylpiperidinium trifluoroacetate